N5-(8-(3-(2-morpholinoethoxy)phenyl)pyrido[3,4-d]pyrimidin-2-yl)pyridine-2,5-diamine O1CCN(CC1)CCOC=1C=C(C=CC1)C1=NC=CC2=C1N=C(N=C2)NC=2C=CC(=NC2)N